FC=1C=C(C=CC1CN1C(=NC=C1)C)C1=C(SC(=C1)CC(C)C)S(=O)(=O)NC(NCCC(F)(F)F)=O 3-(3-{3-Fluoro-4-[(2-methyl-1H-imidazol-1-yl)methyl]phenyl}-5-isobutyl-2-thienylsulfonyl)-1-(3,3,3-trifluoropropyl)urea